NC1=NC=CC=C1C1=NC=2C(=NC(=CC2)N2N=CC=C2)N1C=1C=C2C[C@@H]([C@@H](C2=CC1)NC(C1=C(C=C(C(=C1)C=O)O)F)=O)F |o1:25| N-((1R,2S*)-5-(2-(2-aminopyridin-3-yl)-5-(1H-pyrazol-1-yl)-3H-imidazo[4,5-b]pyridin-3-yl)-2-fluoro-2,3-dihydro-1H-inden-1-yl)-2-fluoro-5-formyl-4-hydroxybenzamide